(S)-morpholino(pyrrolidin-3-yl)methanone O1CCN(CC1)C(=O)[C@@H]1CNCC1